C(C)(C)(C)C=1C=C(N(N1)C1=CC=C(C=C1)C)NC(=O)NC1=CC=C(C2=CC=CC=C12)OCCCC1=CC=NC=C1 1-[5-tert-butyl-2-p-tolyl-2H-pyrazol-3-yl]-3-[4-(3-pyridin-4-yl-propoxy)naphthalen-1-yl]-urea